chloro(dimethyl)octyl-silane Cl[Si](CCCCCCCC)(C)C